NC1=NC=CC(=C1C#CC1CCN(CC1)C)OC1=C(C=C(C=C1)NC(=O)C=1C(N(N=CC1)C1=CC=C(C=C1)F)=O)F N-(4-(2-amino-3-((1-methylpiperidin-4-yl)ethynyl)pyridin-4-yloxy)-3-fluorophenyl)-2-(4-fluorophenyl)-3-oxo-2,3-dihydropyridazine-4-carboxamide